3-chloropropyl-silane ClCCC[SiH3]